6-chloro-1,4-dihydro-4-oxo-3-quinolinecarboxylic acid chloride ClC=1C=C2C(C(=CNC2=CC1)C(=O)Cl)=O